C(CC)C1=CC2=C(OC(O2)C(C)=O)C=C1 1-(5-propylbenzo[d][1,3]dioxol-2-yl)ethan-1-one